9,9',9''-(6-(4-(9H-carbazol-9-yl)phenyl)-4-phenylpyridine-2,3,5-triyl)tris(9H-carbazole-3,6-dicarbonitrile) C1=CC=CC=2C3=CC=CC=C3N(C12)C1=CC=C(C=C1)C1=C(C(=C(C(=N1)N1C2=CC=C(C=C2C=2C=C(C=CC12)C#N)C#N)N1C2=CC=C(C=C2C=2C=C(C=CC12)C#N)C#N)C1=CC=CC=C1)N1C2=CC=C(C=C2C=2C=C(C=CC12)C#N)C#N